N[C@H](C(=O)OC[C@@H]1N([C@H](C2=CC=CC(=C2C1)C(C)(C)O)C)C(CC1=C2C(=NN(C2=CC=C1Cl)C)Cl)=O)C(C)C [(1S,3R)-2-[2-(3,5-dichloro-1-methyl-indazol-4-yl)acetyl]-5-(1-hydroxy-1-methyl-ethyl)-1-methyl-3,4-dihydro-1H-isoquinolin-3-yl]methyl (2S)-2-amino-3-methyl-butanoate